palladium (triphenylphosphine) acetate C(C)(=O)[O-].C1(=CC=CC=C1)P(C1=CC=CC=C1)C1=CC=CC=C1.[Pd+2].C(C)(=O)[O-]